5-(1-(2-chloro-6-(methoxymethyl)pyridin-4-yl)-3-methylcyclobutyl)-4-methyl-4H-1,2,4-triazole-3-thiol ClC1=NC(=CC(=C1)C1(CC(C1)C)C=1N(C(=NN1)S)C)COC